C(C1=CC=CC=C1)OC=1C(=C(NC2=CC(=C(C=C2)F)F)C=C(C1)F)C#CC(COC)(C)C 3-benzyloxy-N-(3,4-difluorophenyl)-5-fluoro-2-(4-methoxy-3,3-dimethyl-but-1-ynyl)aniline